2-amyl-1,2,3,4,4a,9a-hexahydroanthraquinone C(CCCC)C1CC2C(C3=CC=CC=C3C(C2CC1)=O)=O